4-[(1R,5S,6r)-3-azabicyclo[3.1.0]Hex-6-yl]-2-oxa-3-azabicyclo[3.1.0]Hexane [C@H]12CNC[C@@H]2C1C1NOC2CC12